C12CNCC(CC1)C2C(=O)O 3-azabicyclo[3.2.1]octane-8-carboxylic acid